[N+](=O)([O-])C1=NNC(=C1C(=O)O)[N+](=O)[O-] 3,5-dinitro-1H-pyrazole-4-carboxylic acid